C(CC)(=O)O.C1(CCCCC1)C=CC 3-cyclohexylprop-2-ene propionate